4-(2-(4-chloro-2-fluorophenyl)-2-methylbenzo[d][1,3]dioxol-4-yl)-5,6-dihydro-1,2,4-triazine-1(4H)-formaldehyde ClC1=CC(=C(C=C1)C1(OC2=C(O1)C=CC=C2N2C=NN(CC2)C=O)C)F